dihydro-5-octyl-2(3H)-furanone C(CCCCCCC)C1CCC(O1)=O